(R)-1-(7-chloro-8-fluoro-2-(((3S,4S)-4-(fluoromethyl)-1,3-dimethylpiperidine-3-yl)methoxy)pyrido[4,3-d]pyrimidin-4-yl)-3-methylpiperidin-3-ol ClC1=C(C=2N=C(N=C(C2C=N1)N1C[C@@](CCC1)(O)C)OC[C@@]1(CN(CC[C@@H]1CF)C)C)F